N1CC=CC1 2,5-Dihydro-1H-pyrrol